(1R,10S)-6-benzyloxy-10-methyl-5,8,13-trioxo-N-[(2,4,6-trifluorophenyl)methyl]-2,9-diazatricyclo[7.4.1.02,7]tetradeca-3,6,11-triene-4-carboxamide C(C1=CC=CC=C1)OC=1C(C(=CN2[C@H]3C(C=C[C@@H](N(C(C12)=O)C3)C)=O)C(=O)NCC3=C(C=C(C=C3F)F)F)=O